[3-(2-acetylamino-ethyl)-5-bromo-2,4-dioxo-3,4-dihydro-2H-pyrimidin-1-yl]-methyl acetate C(C)(=O)OCN1C(N(C(C(=C1)Br)=O)CCNC(C)=O)=O